5-[(3R)-3-(2-oxoimidazolidin-1-yl)piperidin-1-yl]-3-{[4-(piperidin-4-yl)phenyl]amino}pyrazine-2-carboxamide O=C1N(CCN1)[C@H]1CN(CCC1)C=1N=C(C(=NC1)C(=O)N)NC1=CC=C(C=C1)C1CCNCC1